FC(C1=CC=C(C=C1)CC1=CC=C(C=C1)CC)(F)F 1-((4-trifluoromethyl-phenyl)methyl)-4-ethylbenzene